C(CCCCCCCCCCCCCCCCCCCCCCCCCCCCCCCCC)O geddyl alcohol